FC1=C(C=C(C=C1)F)[C@@H]1N(OCC1)C1=CC(=NC=N1)NC1=C(C=C(C(=C1)CC)N1CCC(CC1)N1CCN(CC1)C)OC (R)-6-(3-(2,5-difluorophenyl)isoxazolidin-2-yl)-N-(5-ethyl-2-methoxy-4-(4-(4-methylpiperazin-1-yl)piperidin-1-yl)phenyl)pyrimidin-4-amine